C(C)(C)(C)OC(=O)N1CC2(CC2)C(C1CC1=C(C(=CC=C1)Br)OC)S(=O)(=O)C 6-(3-bromo-2-methoxybenzyl)-7-(methylsulfonyl)-5-azaspiro[2.4]Heptane-5-carboxylic acid tert-butyl ester